COC(NC1=CC=C(C=C1)NC=1N=CC2=C(N1)CN(CC2)C2=C(C1=C(OCCN1)N=C2)C)=O.COC2=C(C=NC=C2)C=2C=NN(C2)C 4-methoxy-3-(1-methyl-1H-pyrazol-4-yl)pyridine methyl-N-{4-[(7-{8-methyl-1H,2H,3H-pyrido[2,3-b][1,4]oxazin-7-yl}-5H,6H,7H,8H-pyrido[3,4-d]pyrimidin-2-yl)amino]phenyl}carbamate